2-((1-methylpiperidin-4-yl)oxy)-5-(pyridin-2-yl)pyrimidine CN1CCC(CC1)OC1=NC=C(C=N1)C1=NC=CC=C1